(R)-N-((S)-1'-(4-amino-1-methyl-6-oxo-1,6-dihydropyrimidin-2-yl)-5-((trimethylsilyl)ethynyl)-1,3-dihydrospiro[indene-2,4'-piperidine]-1-yl)-2-methylpropan-2-sulfinamide NC=1N=C(N(C(C1)=O)C)N1CCC2(CC1)[C@@H](C1=CC=C(C=C1C2)C#C[Si](C)(C)C)N[S@](=O)C(C)(C)C